ClC=1C=C(SC1)C1=CC(=C2C=CC=NC2=C1)C1(CC1)NC(C1=C(C=CC(=C1)OCC1N(CC1)C)C)=O N-(1-(7-(4-Chlorothiophen-2-yl)quinolin-5-yl)cyclopropyl)-2-methyl-5-((1-methylazetidin-2-yl)methoxy)benzamide